C(C)C1=CC=C(\C=C/2\C(N(C(S2)=O)CCCC(=O)NC2=CC(=C(C(=O)O)C=C2)NS(=O)(=O)C)=O)C=C1 (Z)-4-(4-(5-(4-ethylbenzylidene)-2,4-dioxothiazolidin-3-yl)butanamido)-2-(methylsulfonamido)benzoic acid